N-(5-Chloro-1-(2,6-dimethoxyphenyl)-2-(6-ethoxypyridin-2-yl)-1H-imidazo[4,5-b]pyrazin-6-yl)-1-(3-fluoro-4-methylphenyl)methansulfonamid ClC=1N=C2C(=NC1NS(=O)(=O)CC1=CC(=C(C=C1)C)F)N(C(=N2)C2=NC(=CC=C2)OCC)C2=C(C=CC=C2OC)OC